[14C](C)(=O)SCCNC(CCNC([C@@H](C(COP(OP(OC[C@@H]1[C@H]([C@H]([C@@H](O1)N1C=NC=2C(N)=NC=NC12)O)OP(=O)(O)O)(=O)O)(=O)O)(C)C)O)=O)=O [14C]acetyl-CoA